OP(O)OP(O)O.C(C)(C)(C)C1=C(C=CC(=C1)C(C)(C)C)C1=CC=C(C=C1)C1=CC=CC=C1 (2,4-di-tert-butylphenyl-4,4-biphenyl) diphosphite